C(C1=CC=CC=C1)S(=O)(=O)C1=C(C(=O)NC2=CC=C(C=C2)F)C(=CC(=C1)[N+](=O)[O-])F 2-Benzylsulfonyl-6-fluoro-N-(4-fluorophenyl)-4-nitro-benzamide